N-((2S,3R,4S)-2-[(2,3'-difluoro-5'-methyl[1,1'-biphenyl]-3-yl)methyl]-4-fluoro-1-[(2R)-oxolane-2-carbonyl]pyrrolidin-3-yl)ethanesulfonamide FC1=C(C=CC=C1C[C@@H]1N(C[C@@H]([C@@H]1NS(=O)(=O)CC)F)C(=O)[C@@H]1OCCC1)C1=CC(=CC(=C1)C)F